ClC1=CC(=C(COC2=CC=CC(=N2)C2=CC(=C(CC3=NC4=C(N3CC3OCCC3)C=C(C=C4)C(=O)O)C=C2F)F)C=C1)F 2-(4-(6-(4-chloro-2-fluorobenzyloxy)pyridin-2-yl)-2,5-difluorobenzyl)-1-((tetrahydrofuran-2-yl)methyl)-1H-benzo[d]imidazole-6-carboxylic acid